6-isocyanato-1,4-benzodioxane N(=C=O)C1=CC2=C(OCCO2)C=C1